(S)-tert-butyl 4-((cis)-4-(4-amino-5-(4-phenoxyphenyl)pyrrolo[2,1-f][1,2,4]triazin-7-yl)cyclohexyl)-2-methylpiperazine-1-carboxylate NC1=NC=NN2C1=C(C=C2[C@H]2CC[C@H](CC2)N2C[C@@H](N(CC2)C(=O)OC(C)(C)C)C)C2=CC=C(C=C2)OC2=CC=CC=C2